C(#N)NC(=N)N N-cyanoguanidine